NC1=C(C(=NC=C1)Cl)OC=1C=C(C#N)C=CC1[Sn](C)(C)C 3-((4-amino-2-chloropyridin-3-yl)oxy)-4-(trimethylstannyl)benzonitrile